C(CCCCC)N(C1=C(C=CC=C1)C(C(=O)OCC(C)C)C)C(=O)OCC(C)C isobutyl 2-(2-(hexyl(isobutoxycarbonyl)amino)phenyl)propanoate